COC([C@@H](NC([C@@H](CCC1=CC=CC=C1)NC(=O)OC(C)(C)C)=O)CC1=CC=C(C=C1)O)=O ((R)-2-((tert-butoxycarbonyl)amino)-4-phenylbutyryl)-L-tyrosine methyl ester